CO[C@@H](CN1CC2(CS(C2)(=O)=O)CC1)CC1=CC=C(C=C1)C(F)(F)F (R)-6-(2-methoxy-3-(4-(trifluoromethyl)phenyl)propyl)-2-thia-6-azaspiro[3.4]octane 2,2-dioxide